palladium(II) palladium [Pd+2].[Pd+2]